(4-methylphenyl)-2-methylamino-1-pentanone CC1=CC=C(C=C1)C(C(CCC)NC)=O